N4,N4,N4',N4'-tetrakis[(1,1'-biphenyl)-4-yl]-(1,1'-biphenyl)-4,4'-diamine C1(=CC=C(C=C1)N(C1=CC=C(C=C1)C1=CC=C(C=C1)N(C1=CC=C(C=C1)C1=CC=CC=C1)C1=CC=C(C=C1)C1=CC=CC=C1)C1=CC=C(C=C1)C1=CC=CC=C1)C1=CC=CC=C1